2-cyclopropylisoindolin-1-one C1(CC1)N1C(C2=CC=CC=C2C1)=O